4-(2,3-dihydro-1,4-benzodioxin-6-yl)butanoic acid O1CCOC2=C1C=CC(=C2)CCCC(=O)O